N1=CC=CC2=CC=CC(=C12)[O-].N1=CC=CC2=CC=CC(=C12)[O-].[Zn+2] zinc bis(8-quinolinolate)